1-[3-(ethylsulfonimidoyl)-4-[3-methyl-6-(trifluoromethyl)imidazo[4,5-b]pyridin-2-yl]phenyl]cyclopropanecarboxamide C(C)S(=O)(=N)C=1C=C(C=CC1C1=NC=2C(=NC=C(C2)C(F)(F)F)N1C)C1(CC1)C(=O)N